[(3aS,4R,6aR)-4-[(6-bromo-3-pyridazinyl)(methyl)amino]hexahydrocyclopenta[c]pyrrol-2(1H)-yl][5-(2-fluoroethoxy)-2-thienyl]methanone BrC1=CC=C(N=N1)N([C@@H]1CC[C@H]2CN(C[C@H]21)C(=O)C=2SC(=CC2)OCCF)C